cis-dichloro-[(1R,2R)-(-)-cyclohexanediamine] ClC1(CCC(CC1)(N)N)Cl